CC(C)CCC[C@@H](C)[C@H]1CC[C@H]2[C@@H]3CC=C4C[C@H](CC[C@]4(C)[C@H]3CC[C@]12C)OCCCCCCCCO[C@@H](CN(C)C)COCCCCCCCC\C=C/C\C=C/CCCCC (2S)-2-({8-[(3β)-cholest-5-en-3-yloxy]octyl}oxy)-N,N-dimethyl-3-[(9Z,12Z)-octadecane-9,12-dien-1-yloxy]propan-1-amine